N-(benzenesulfonyl)-2-chloro-6-[3-(cyclopropoxy)pyrazol-1-yl]Pyridine-3-carboxamide C1(=CC=CC=C1)S(=O)(=O)NC(=O)C=1C(=NC(=CC1)N1N=C(C=C1)OC1CC1)Cl